(S)-5-(4-((2,3-Dihydrobenzo[b][1,4]dioxin-2-yl)methyl)piperazin-1-yl)-2-methyl-oxazole-4-carbonitrile O1C2=C(OC[C@@H]1CN1CCN(CC1)C1=C(N=C(O1)C)C#N)C=CC=C2